Indium sulfamat S(N)([O-])(=O)=O.[In+3].S(N)([O-])(=O)=O.S(N)([O-])(=O)=O